COC(CCSC1=C2C(=NC=C1F)NC=C2)=O 3-((5-fluoro-1H-pyrrolo[2,3-b]pyridin-4-yl)thio)propionic acid methyl ester